COC1=CC=C(C=C1)CN(CCOC(COCCN)OCC)C 2-[2-[(4-Methoxyphenyl)methyl-methyl-amino]ethoxyl-ethoxyl-ethoxy]-ethanamine